N-(6-(((1r,4r)-4-hydroxycyclohexyl)amino)-5-phenylpyridin-3-yl)acrylamide OC1CCC(CC1)NC1=C(C=C(C=N1)NC(C=C)=O)C1=CC=CC=C1